OS(=O)(=O)C(F)(F)F.CN1C=NC2=C1C=CC=C2 N-methylbenzimidazole triflate